C1(CC1)C(C)NC(=O)C=1SC=C(C1)C=1C=C2C(=NC1)NC(=C2)C2=CC=C(C=C2)F N-(1-cyclopropylethyl)-4-(2-(4-fluorophenyl)-1H-pyrrolo[2,3-b]-pyridin-5-yl)thiophene-2-carboxamide